N-((2S)-1-oxo-3-phenyl-1-(6-(pyridin-3-yl)-5,6-dihydropyridin-1(2H)-yl)propan-2-yl)quinoline-2-carboxamide O=C([C@H](CC1=CC=CC=C1)NC(=O)C1=NC2=CC=CC=C2C=C1)N1CC=CCC1C=1C=NC=CC1